ClC1=C(C=CC(=C1)Cl)C1=CC(=C(C=C1)C(=O)OC)NC(C1=C(C=C(C(=C1)C(N=S(=O)(C)C)=O)O)C(N(C)C)=O)=O methyl 2',4'-dichloro-3-(5-((dimethyl(oxo)-λ6-sulfanylidene)carbamoyl)-2-(dimethylcarbamoyl)-4-hydroxybenzamido)-[1,1'-biphenyl]-4-carboxylate